NC=1C2=C(N=CN1)N(C(=C2C2=CC=C(C=C2)OC2=CC=CC=C2)C#CC2CCN(CC2)C(C(=O)OC)C)C(C)C methyl 2-(4-((4-amino-7-isopropyl-5-(4-phenoxyphenyl)-7H-pyrrolo[2,3-d]pyrimidin-6-yl)ethynyl)piperidin-1-yl)propanoate